CN1C=2C=CC(=CC2C=2C=C3C(=CC12)C=CN=C3)O 6-methylpyrido[4,3-b]carbazol-9-ol